C1(=CC=CC=C1)CS(=O)(=O)NC1=C(C(=C(C=C1F)C1=CC2=C(N=C(N=C2)NC(C)C)N(C1=O)C(C)C)F)F 1-phenyl-N-(2,3,6-trifluoro-4-(8-isopropyl-2-(isopropylamino)-7-oxo-7,8-dihydropyrido-[2,3-d]pyrimidin-6-yl)-phenyl)methanesulfonamide